COC(CN(C(OCC)=O)CC(=C)F)OC ethyl (2,2-dimethoxyethyl)(2-fluoroallyl)carbamate